1-(3-(methylsulfonyl)benzoyl)-N-(4-(3-(pyridin-4-yl)phenyl)thiazol-2-yl)azetidine-2-carboxamide CS(=O)(=O)C=1C=C(C(=O)N2C(CC2)C(=O)NC=2SC=C(N2)C2=CC(=CC=C2)C2=CC=NC=C2)C=CC1